NCCC(O)C1=CC(=CC=C1)OCC1CCC1 3-amino-1-(3-(cyclobutylmethoxy)phenyl)propan-1-ol